CS(=O)(=O)CCCN=C=S 3-(Methylsulfonyl)-propyl isothiocyanate